E-Citronellyl tiglate C(\C(\C)=C\C)(=O)OCCC(C)CCC=C(C)C